CC1=C(C=C2N(C(C=3N(C2=C1)C=CN3)=O)C=3C(=NC=CC3)C)C(F)(F)F 8-Methyl-5-(2-methylpyridin-3-yl)-7-(trifluoromethyl)imidazo[1,2-a]Quinoxaline-4(5H)-on